4-((2'-((((1R,2S)-1-(3,5-bis(trifluoromethyl)phenyl)-1-hydroxypropan-2-yl)(isopropyl)amino)methyl)-6-methoxy-4,4'-dimethyl-[1,1'-biphenyl]-3-yl)oxy)butanoic acid FC(C=1C=C(C=C(C1)C(F)(F)F)[C@H]([C@H](C)N(C(C)C)CC1=C(C=CC(=C1)C)C1=CC(=C(C=C1OC)C)OCCCC(=O)O)O)(F)F